(4-methoxyphenyl)-N-methylglycine COC1=CC=C(C=C1)N(CC(=O)O)C